FC(C(C(=O)N1C[C@H]2OC3=C([C@@H]1C2)C=NC=C3C#CCF)(C)C)F 3,3-difluoro-1-((2S,5S)-9-(3-fluoroprop-1-yn-1-yl)-2,3-dihydro-2,5-methanopyrido[3,4-f][1,4]oxazepin-4(5H)-yl)-2,2-dimethylpropan-1-one